tert-butyl 6-(methylsulfonamido)-1-oxo-1,3-dihydrospiro[indene-2,4'-piperidine]-1'-carboxylate CS(=O)(=O)NC1=CC=C2CC3(CCN(CC3)C(=O)OC(C)(C)C)C(C2=C1)=O